N-[[5-(4-chlorophenyl)-1,2,4-oxa-diazol-3-yl]methyl]acetamid ClC1=CC=C(C=C1)C1=NC(=NO1)CNC(C)=O